N-[6-fluoro-2-[4-(hydroxymethyl)cyclohexyl]-1-methyl-indol-5-yl]-6-(trifluoromethyl)pyridine-2-carboxamide FC1=C(C=C2C=C(N(C2=C1)C)C1CCC(CC1)CO)NC(=O)C1=NC(=CC=C1)C(F)(F)F